C(C)(C)(C)CC(C(=O)OO)(C)C.C(#N)CC1(CCN(CC1)CC1=C(C=CC=C1)NS(=O)(=O)C)N1N=C(C(=C1)C(=O)N)NC(=O)C1CC1 1-[4-(cyanomethyl)-1-[[2-(methanesulfonamido)phenyl]methyl]-4-piperidyl]-3-(cyclopropanecarbonylamino)pyrazole-4-carboxamide t-butyl-peroxypivalate